PYRIMIDO-PYRIDAZINON N=1NC(C=C2C1C=NC=N2)=O